C(C)(=O)OCCCN N-3-acetoxypropylamine